O=C1NC(CCC1N1C(C2=CC=C(C=C2C1=O)N1CCC(CC1)CN1N=NC(=C1)CN1[C@H](CN(CC1)C(=O)OC(C)(C)C)C)=O)=O tert-butyl (3S)-4-[[1-[[1-[2-(2,6-dioxo-3-piperidyl)-1,3-dioxo-isoindolin-5-yl]-4-piperidyl]methyl]triazol-4-yl]methyl]-3-methyl-piperazine-1-carboxylate